C1=CC(=CC=C1/C=C/C(=O)CC2=CC(=CC(=O)O2)O)O The molecule is a polyketide that is 4-hydroxypyran-2-one carrying an additional 4-(4-hydroxyphenyl)-2-oxobut-3-en-1-yl group at position 6; produced due to derailment from the canonical 2',4,4',6'-tetrahydroxychalcone-producing reaction pathway. It has a role as a plant metabolite. It is a member of 2-pyranones, a polyketide, an enone and a member of phenols.